(2-aminophenyl)-N-(2-(dimethylamino)ethyl)-2-(4-(trifluoromethyl)phenyl)oxazole-4-carboxamide NC1=C(C=CC=C1)C1=C(N=C(O1)C1=CC=C(C=C1)C(F)(F)F)C(=O)NCCN(C)C